(propan-2-yloxy)benzamide CC(C)OC1=C(C(=O)N)C=CC=C1